BrC=1C=NN(C1)[C@H]1CN(CC1)C(=O)OC(C)(C)C tert-butyl (R)-3-(4-bromo-1H-pyrazol-1-yl)pyrrolidine-1-carboxylate